(2R,3S,4R,5R)-4-[[3-(3-Methoxy-2-pyridyl)-4,5-dimethyl-5-(trifluoromethyl)tetrahydrofuran-2-carbonyl]amino]pyridin-2-carboxamid COC=1C(=NC=CC1)[C@H]1[C@@H](O[C@]([C@@H]1C)(C(F)(F)F)C)C(=O)NC1=CC(=NC=C1)C(=O)N